N1=CN=C2N=CNC2=C1N[C@H]1[C@H]([C@@H]([C@H]([C@@H](O1)CO)NC(=O)[C@@H]1N(CCC1)C(=O)OC(C)(C)C)O)O tert-butyl (R)-2-(((2R,3R,4R,5S,6R)-6-((7H-purin-6-yl)amino)-4,5-dihydroxy-2-(hydroxymethyl)tetrahydro-2H-pyran-3-yl)carbamoyl)pyrrolidine-1-carboxylate